2-ethyl-1-methylcyclopropan-1-amine C(C)C1C(C1)(N)C